[Cl-].C1(=CC=CC=C1)C1CC[NH2+]CC1 4-phenylpiperidin-1-ium chloride